2-butyl-7-hydroxy-8-(5-methyl-2-(prop-1-en-2-yl)phenyl)-2-(2-oxopropyl)-5-pentyl-4H-benzo[d][1,3]dioxin-4-one C(CCC)C1(OC(C2=C(O1)C(=C(C=C2CCCCC)O)C2=C(C=CC(=C2)C)C(=C)C)=O)CC(C)=O